3-(4-methyl-2-piperazinyl)-1-propanol CN1CC(NCC1)CCCO